Cl.N[C@H]1[C@@H](CC1)O (1R,2R)-2-aminocyclobutan-1-ol hydrochloride